Tert-Butyl 4-[[(2S)-tetrahydrofuran-2-carbonyl]amino]pyrazole-1-carboxylate O1[C@@H](CCC1)C(=O)NC=1C=NN(C1)C(=O)OC(C)(C)C